BrC1=CC=C(C=C1)N(C1=CC(N(C=2C=CC(=NC12)C#N)C)=O)CC1CC1 8-((4-bromophenyl)(cyclopropylmethyl)amino)-5-methyl-6-oxo-5,6-dihydro-1,5-naphthyridine-2-carbonitrile